FC=1C=C(CN2N=CC(=C2)C(=O)OCC)C=CC1F ethyl 1-(3,4-difluorobenzyl)-1H-pyrazole-4-carboxylate